OC1=C(N=C(N(C1=O)C)C1=CC(=CC(=C1)C)C(NCCO)=O)C(=O)NC=1C=NOC1 5-hydroxy-2-(3-((2-hydroxyethyl)carbamoyl)-5-methylphenyl)-N-(isoxazol-4-yl)-1-methyl-6-oxo-1,6-dihydropyrimidine-4-carboxamide